FC=1C=C(C=C(C1)F)[C@@H]1CC[C@H]2OC3(C(N21)=O)CC(C3)OC3=NC=NC(=C3)C=3OC(=NN3)C (5'S,7a'R)-5'-(3,5-difluorophenyl)-3-((6-(5-methyl-1,3,4-oxadiazol-2-yl)pyrimidin-4-yl)oxy)tetrahydro-3'H-spiro[cyclobutane-1,2'-pyrrolo[2,1-b]oxazol]-3'-one